2-[1-cyclopropylsulfonyl-3-[4-(7H-pyrrolo[2,3-d]pyrimidin-4-yl)pyrazol-1-yl]azetidin-3-yl]acetonitrile C1(CC1)S(=O)(=O)N1CC(C1)(N1N=CC(=C1)C=1C2=C(N=CN1)NC=C2)CC#N